tris((2,6-dimethylheptan-4-yl)oxy)(2-ethoxyphenyl)silane CC(C)CC(CC(C)C)O[Si](C1=C(C=CC=C1)OCC)(OC(CC(C)C)CC(C)C)OC(CC(C)C)CC(C)C